CC1C(C(CNC1)CNS(=O)(=O)C)=O N-((5-methyl-4-oxopiperidin-3-yl)methyl)methanesulfonamide